FC=1C=C2CCCC(C2=CC1)=NNS(=O)(=O)C1=CC=C(C)C=C1 (6-fluoro-1,2,3,4-tetrahydronaphthalen-1-ylidene)-4-toluenesulfonyl-hydrazine